O[C@H]1[C@@H](O[C@@H]([C@H]1O)CO)N1CC(=CC=C1)C(=O)OCCCN1C(N(C=2N=CN(C2C1=O)C)C)=O 1-((2R,3R,4S,5R)-3,4-dihydroxy-5-(hydroxymethyl)tetrahydrofuran-2-yl)-3-((3-(3,7-dimethyl-2,6-dioxo-2,3,6,7-tetrahydro-1H-purin-1-yl)propoxy)carbonyl)pyridine